[Mo]=O.[Fe] iron-molybdenum oxide